CC1=C(C=CC(=C1)C)N1C(=NN=C1C)[C@@H]1CC[C@H](CC1)OC1=NC=CC=C1 Trans-2-((4-(4-(2,4-dimethylphenyl)-5-methyl-4H-1,2,4-triazol-3-yl)cyclohexyl)oxy)pyridine